COC(=O)C=1C=CC2=C(N(C=N2)[C@@H]2COC[C@@H]2OC)C1 1-((3R,4R)-4-methoxytetrahydrofuran-3-yl)-1H-benzo[d]imidazole-6-carboxylic acid methyl ester